mono-bromophenol BrC1=CC=C(C=C1)O